CN1C=NC(=C1)NC=1C2=C(N=C(N1)NC1C3CC4(CC(CC1C4)C3)O)NC=C2 trans-4-[(4-[(1-methyl-1H-imidazol-4-yl)amino]-7H-pyrrolo[2,3-d]pyrimidin-2-yl)amino]adamantan-1-ol